COC=1C=C2CCN(CC2=CC1NC1=NC=C2C(=N1)N(N=C2)[C@@H]2CC[C@H](CC2)NS(=O)(=O)C)C trans-N-[4-[6-[(6-methoxy-2-methyl-3,4-dihydro-1H-isoquinolin-7-yl)amino]pyrazolo[3,4-d]pyrimidin-1-yl]cyclohexyl]methanesulfonamide